1-(2-(4-fluorophenyl)-3-(isoxazolo[4,5-b]pyridin-7-yl)-6,7-dihydropyrazolo[1,5-a]pyrazin-5(4H)-yl)ethan-1-one FC1=CC=C(C=C1)C1=NN2C(CN(CC2)C(C)=O)=C1C1=C2C(=NC=C1)C=NO2